8'-((4-(difluoromethoxy)phenyl)sulfonyl)-1-(2-methoxy-2-methylpropyl)-8'-azaspiro[azetidine-3,3'-bicyclo[3.2.1]octane] FC(OC1=CC=C(C=C1)S(=O)(=O)N1C2CC3(CC1CC2)CN(C3)CC(C)(C)OC)F